3-[5-[[1-[5-chloro-4-[[3-(3-hydroxy-3-methyl-butyl)-1-methyl-2-oxo-benzimidazol-5-yl]amino]pyrimidin-2-yl]-4-piperidyl]-methyl-amino]benzotriazol-1-yl]piperidine-2,6-dione ClC=1C(=NC(=NC1)N1CCC(CC1)N(C1=CC2=C(N(N=N2)C2C(NC(CC2)=O)=O)C=C1)C)NC1=CC2=C(N(C(N2CCC(C)(C)O)=O)C)C=C1